BrCCCCC=1C(=C(C#N)C=CC1)C1=CC=NN1 (4-bromobutyl)-2-(1H-pyrazol-5-yl)benzonitrile